(S)-5-ethyl-8,8-dimethyl-5-phenyl-5,8,9,10-tetrahydrobenzo[b][1,8]naphthyridin-6(7H)-one C(C)[C@]1(C2=C(NC=3N=CC=CC13)CC(CC2=O)(C)C)C2=CC=CC=C2